3-(dimethylamino)-1-propyl-amine CN(CCCN)C